N-hydroxy-3,4-methylenedioxy-amphetamine ONC(C)CC1=CC2=C(C=C1)OCO2